methyl 6-[[6-(5-chloro-1,3-benzothiazol-2-yl)spiro[3.3]heptan-2-yl]carbamoyl]pyrimidine-4-carboxylate ClC=1C=CC2=C(N=C(S2)C2CC3(CC(C3)NC(=O)C3=CC(=NC=N3)C(=O)OC)C2)C1